3-(1-(trifluoromethyl)-1H-pyrazol-4-yl)benzoic acid FC(N1N=CC(=C1)C=1C=C(C(=O)O)C=CC1)(F)F